p-mercaptobenzyl-tripropoxysilane SC1=CC=C(C[Si](OCCC)(OCCC)OCCC)C=C1